C(N)(SCC(CSC(N)=O)N(C)C)=O S-[3-carbamoylsulfanyl-2-(dimethylamino)propyl] carbamothioate